BrC1=C(C(=CC(=C1)C(C(F)(F)F)(C(F)(F)F)F)Cl)NC(=O)C=1C=CC(=C(C1)NC(C1=C(C=C(C=C1)C#N)C)=O)C#N N-[5-[[2-bromo-6-chloro-4-[1,2,2,2-tetrafluoro-1-(trifluoromethyl)ethyl]phenyl]carbamoyl]-2-cyanophenyl]-4-cyano-2-methylbenzamide